FC1(CCC(CC1)[C@@H](C(NC1=NC=CC(=C1)C(C)(C)N1C(N[C@@H](C1)C(F)(F)F)=O)=O)NC(=O)C1=CC=NN1C(C)C)F N-((S)-1-(4,4-difluorocyclohexyl)-2-oxo-2-((4-(2-((S)-2-oxo-4-(trifluoromethyl)imidazolidin-1-yl)propan-2-yl)pyridin-2-yl)amino)ethyl)-1-isopropyl-1H-pyrazole-5-carboxamide